CC1CN(CC(N1)C)C1=NC(=NC=C1)C1=CN=C2N1C=C(C=C2)C(F)(F)F 3-(4-(3,5-dimethylpiperazin-1-yl)pyrimidin-2-yl)-6-(trifluoromethyl)imidazo[1,2-a]pyridine